(3,5-ditrifluoromethylphenyl)boron ethyl-5-amino-6-[[(2R)-2-(tert-butoxycarbonylamino)propanoyl]amino]-4-fluoro-indane-2-carboxylate C(C)OC(=O)C1CC2=CC(=C(C(=C2C1)F)N)NC([C@@H](C)NC(=O)OC(C)(C)C)=O.FC(C=1C=C(C=C(C1)C(F)(F)F)[B])(F)F